1-(difluoromethyl)-N'-((1',5',6',7'-tetrahydro-2'H-spiro[cyclopropane-1,3'-dicyclopenta[b,e]pyridin]-8'-yl)carbamoyl)-1H-pyrazole-3-sulfonimidamide FC(N1N=C(C=C1)S(=O)(N)=NC(NC1=C2C(=NC3=C1CCC3)C3(CC2)CC3)=O)F